N1C=CC=2C1=CN=C(C2)OC=2C=C(C=CC2)C=2NC(=NN2)CC=2C=C(C=CC2)CCCCC(=O)O 5-(3-((5-(3-((1H-pyrrolo[2,3-c]pyridin-5-yl)oxy)phenyl)-4H-1,2,4-triazol-3-yl)methyl)phenyl)pentanoic acid